C1(CC1)C([C@@H](C(=O)NC=1C=NN(C1)CC=1C(=NC(=CC1)C(F)(F)F)OC)NC(=O)C=1N(N=CC1)C(C)C)C1CC1 N-[(1S)-1-(dicyclopropylmethyl)-2-[[1-[[2-methoxy-6-(trifluoromethyl)-3-pyridyl]methyl]pyrazol-4-yl]amino]-2-oxo-ethyl]-2-isopropyl-pyrazole-3-carboxamide